(R)-N-(1-(3-(difluoromethyl)-2-fluorophenyl)ethyl)-6-fluoro-7-methoxycinnolin-4-amine FC(C=1C(=C(C=CC1)[C@@H](C)NC1=CN=NC2=CC(=C(C=C12)F)OC)F)F